1-aminobutyl-2,5-dimethylimidazole NC(CCC)C=1N=C(NC1C)C